C(C)(C)(C)OC(N[C@H](CC(S(=O)(=O)C1=CC=CC=C1)(S(=O)(=O)C1=CC=CC=C1)F)C(C)C)=O (R)-(1-fluoro-4-methyl-1,1-bis(phenylsulfonyl)-3-pentyl)carbamic acid tert-butyl ester